ClC=1C=C(C(=O)NCCC(=O)O)C=C(C1)C1=NOC(=N1)C 3-[[3-chloro-5-(5-methyl-1,2,4-oxadiazol-3-yl)benzoyl]amino]propanoic acid